C(C)(C)(C)OC(=O)N1C(C[C@@H](C1)CCC(C1=NC=C(C=C1)C(C)(C)C)N)(C)C.NCCOCCOCCC(=O)NC1=C(C(=O)NC2=NC=C(C=N2)C)C=CC=C1 2-(3-(2-(2-Aminoethoxy)ethoxy)propionylamino)-N-(5-methylpyrimidin-2-yl)benzamide tert-Butyl-(4S)-4-[3-amino-3-(5-tert-butyl-2-pyridyl)propyl]-2,2-dimethyl-pyrrolidine-1-carboxylate